N-(3-((1s,3R)-3-(cyanomethyl)-1-(4-methyl-4H-1,2,4-triazol-3-yl)cyclobutyl)phenyl)-6-((((S)-1-cyclobutylethyl)amino)methyl)imidazo[1,2-a]pyridine-8-carboxamide C(#N)CC1CC(C1)(C1=NN=CN1C)C=1C=C(C=CC1)NC(=O)C=1C=2N(C=C(C1)CN[C@@H](C)C1CCC1)C=CN2